[Si](C)(C)(C(C)(C)C)OCCN1N=C(C2=CC=CC(=C12)C1CC1)C1=C(C(=O)N)C=CC(=C1)F (1-(2-((tert-butyldimethylsilyl)oxy)ethyl)-7-cyclopropyl-1H-indazol-3-yl)-4-fluorobenzamide